FC=1C=C2C(C(=CN(C2=CC1F)C1=CC=CC=C1)C(=O)O)=O 6,7-difluoro-4-oxo-1-phenyl-1,4-dihydroquinoline-3-carboxylic acid